2,3-dichloro-4,6-difluoro-aniline ClC1=C(N)C(=CC(=C1Cl)F)F